C(OC1=NC=CC(=C1)C=1C=CC=C(C1)O)([2H])([2H])[2H] 5-(2-(methoxy-d3)pyridin-4-yl)phenol